N-(3-Cyano-5-(cyclohexylmethyl)-6,6-dimethyl-4,5,6,7-tetrahydrothieno[3,2-c]pyridin-2-yl)-N-methyl-2-(4-sulfamoylphenyl)acetamid C(#N)C1=C(SC2=C1CN(C(C2)(C)C)CC2CCCCC2)N(C(CC2=CC=C(C=C2)S(N)(=O)=O)=O)C